2-(2-naphthamido)-N-(1-(4-((6-amino-2-butoxy-8-hydroxy-9H-purin-9-yl)methyl)phenyl)-1-oxo-6,9,12-trioxa-2-azapentadecan-15-yl)benzo[d]thiazole-6-carboxamide C1=C(C=CC2=CC=CC=C12)C(=O)NC=1SC2=C(N1)C=CC(=C2)C(=O)NCCCOCCOCCOCCCNC(=O)C2=CC=C(C=C2)CN2C1=NC(=NC(=C1N=C2O)N)OCCCC